N1(CCCC1)CCOC=1C=C2C=C(NC2=CC1)C(=O)N 5-[2-(pyrrolidin-1-yl)ethoxy]-1H-indol-2-carboxamid